N-(8'-bromo-4'H-spiro[cyclopropane-1,5'-naphtho[2,1-d]isoxazol]-3'-yl)-3-chloro-2-methoxybenzenesulfonamide BrC1=CC=C2C3(CC=4C(=NOC4C2=C1)NS(=O)(=O)C1=C(C(=CC=C1)Cl)OC)CC3